1-(4-methoxybenzyl)-4-(5-methyloxazol-2-yl)-8-(1-(2-(pyrrolidin-1-yl)ethyl)-1H-pyrazol-4-yl)-1,3-dihydro-2H-benzo[b]azepin-2-one COC1=CC=C(CN2C3=C(C=C(CC2=O)C=2OC(=CN2)C)C=CC(=C3)C=3C=NN(C3)CCN3CCCC3)C=C1